3-[(3-hydroxyphenazine-2-yl)oxy]-N,N,N-trimethylpropan-1-aminium bromide [Br-].OC=1C(=CC2=NC3=CC=CC=C3N=C2C1)OCCC[N+](C)(C)C